CC(C)(CC(C)(C)C)NS([O-])(=O)=O.[Na+] Sodium N-(2,4,4-trimethylpentan-2-yl)sulfamate